C(C)OC(CN1N=C(C(C1=O)(C)NO)C1=CC=C(C=C1)S(=O)(=O)C)=O 2-[4-(hydroxyamino)-3-(4-methanesulfonylphenyl)-4-methyl-5-oxo-4,5-dihydro-1H-pyrazol-1-yl]acetic acid ethyl ester